C(C(C)C)OC(C(C)C1=CC=CC=C1)=O phenylpropionic acid isobutyl ester